1-{5-[3-(4-Chlorophenyl)-3H-imidazo[4,5-c]pyridin-2-yl]pyridin-2-yl}piperazine ClC1=CC=C(C=C1)N1C(=NC2=C1C=NC=C2)C=2C=CC(=NC2)N2CCNCC2